C(#N)C1=CC(=CC2=C1SC(=C2)C=2SC(=C(N2)C)C(=O)OCC)C2CCOCC2 Ethyl 2-(7-cyano-5-(tetrahydro-2H-pyran-4-yl) benzo[b]thiophen-2-yl)-4-methylthiazole-5-carboxylate